ethyl (E)-4-((3-(dimethylamino) propyl) (3,4,5-trifluorophenyl) amino)-4-oxobut-2-enoate CN(CCCN(C(/C=C/C(=O)OCC)=O)C1=CC(=C(C(=C1)F)F)F)C